N=1N=C(N2C1CC1(C2)CC1)C1=CC=CC(=N1)NC(=O)C=1C(=NN(C1)C1=NC=CN=C1)OC N-(6-(5'H,7'H-spiro[cyclopropane-1,6'-pyrrolo[2,1-c][1,2,4]triazol]-3'-yl)pyridin-2-yl)-3-methoxy-1-(pyrazin-2-yl)-1H-pyrazole-4-carboxamide